ClC=1C=C(C=CC1F)C=1C(=C(C=CC1N)N)C (3-chloro-4-fluorophenyl)-2-methylbenzene-1,4-diamine